CC1=NC=CC(=C1)NC(OC[C@@H]1OC=2C=C(C3=C(C=C(O3)C3=C4N=CC(=NC4=CC(=C3)C)OC)C2OC1)Cl)=O (R)-(6-chloro-8-(2-methoxy-7-methylquinoxalin-5-yl)-2,3-dihydro-[1,4]dioxino[2,3-e]benzofuran-3-yl)methyl (2-methylpyridin-4-yl)carbamate